C(C)(C)(C)OC(CCCCCS(=O)(=O)NC(=O)C1=C(C=CC(=N1)N1CC2=C(C=CC=C2CC1)C(=O)OC)C=1C=NN(C1C)CC1CCCCC1)=O methyl 2-[6-[(6-tert-butoxy-6-oxo-hexyl)sulfonylcarbamoyl]-5-[1-(cyclohexylmethyl)-5-methyl-pyrazol-4-yl]-2-pyridyl]-3,4-dihydro-1H-isoquinoline-8-carboxylate